C1(CC1)N1C=NC2=C1C(=NC(=C2)C2=CC=C1C(C(N(C1=C2)C2CC(C2)(N2CCCCC2)C)=O)(C)C)NC=2C=CC(=C(C(=O)N)C2)C 5-((3-cyclopropyl-6-(3,3-dimethyl-1-((1s,3s)-3-methyl-3-(piperidin-1-yl)cyclobutyl)-2-oxoindolin-6-yl)-3H-imidazo[4,5-c]pyridin-4-yl)amino)-2-methylbenzamide